FC1(CCC(CC1)OC1=NC(=CC(=N1)NC1CCN(CC1)C(C)=O)C(=O)N1C[C@H]([C@@H](CC1)N1CC2=CC=CC=C2CC1)O)F 1-(4-((2-((4,4-difluorocyclohexyl)oxy)-6-((3R,4R)-4-(3,4-dihydroisoquinolin-2(1H)-yl)-3-hydroxypiperidine-1-carbonyl)pyrimidin-4-yl)amino)-piperidin-1-yl)ethan-1-one